ClC1=NNC=2C1=NC(=CC2CN2C[C@@H](C[C@@H](C2)C)C)C(=O)O 3-chloro-7-(((3R,5S)-3,5-dimethylpiperidin-1-yl)methyl)-1H-pyrazolo[4,3-b]pyridine-5-carboxylic acid